2,2'-bis(2-imidazolin-2-yl)[2,2'-azobispropane] disulfate S(=O)(=O)(O)OS(=O)(=O)O.N1C(=NCC1)C(C)(C)N=NC(C)(C)C=1NCCN1